C(CC(O)(C(=O)O)CC(=O)O)(=O)O.OCC(O)CO.OCC(O)CO.OCC(O)CO triglycerin citrate